3-iodo-2-(3-iodo-1,1-diphenyl-1H-benzo[b]silol-2-yl)benzofuran IC1=C(OC2=C1C=CC=C2)C2=C(C1=C([Si]2(C2=CC=CC=C2)C2=CC=CC=C2)C=CC=C1)I